CC1(CC(C2(C1C(OC=C2)O)O)O)O 7-methyl-5,6,7,7a-tetrahydrocyclopenta[c]pyran-1,4a,5,7(1H)-tetraol